2-(N-(4-(4-(2-(4,4-difluoropiperidin-1-yl)-6-methylpyrimidin-4-yl)-1H-pyrazol-1-yl)-3-(4-methylpiperidin-1-yl)phenyl)sulfamoyl)acetate FC1(CCN(CC1)C1=NC(=CC(=N1)C=1C=NN(C1)C1=C(C=C(C=C1)NS(=O)(=O)CC(=O)[O-])N1CCC(CC1)C)C)F